2-(thiophene-2-yl)-[1,2,4]triazolo[1,5-a][1,3,5]triazine-7-amine S1C(=CC=C1)C1=NN2C(N=CN=C2N)=N1